ClC1=C(OC2=NC(=CC=C2C(=O)N)N2C=NC3=C2C=C(C(=C3)OC)OC)C=CC=C1 2-(2-chlorophenoxy)-6-(5,6-dimethoxybenzimidazol-1-yl)pyridine-3-carboxamide